N-(4-((3,4-difluorophenyl)carbamoyl)-7-fluoro-2-methoxy-2,3-dihydro-1H-inden-1-yl)carbamate FC=1C=C(C=CC1F)NC(=O)C1=C2CC(C(C2=C(C=C1)F)NC([O-])=O)OC